2-{[4-({2-[(4-chloro-2-fluorophenoxy)methyl]pyridin-4-yl}oxy)piperidin-1-yl]methyl}-1-[(1,3-oxazol-2-yl)methyl]-1H-1,3-benzodiazole-6-carboxylic acid ClC1=CC(=C(OCC2=NC=CC(=C2)OC2CCN(CC2)CC2=NC3=C(N2CC=2OC=CN2)C=C(C=C3)C(=O)O)C=C1)F